1-(2-((S)-2-(methoxymethyl)pyrrolidin-1-yl)benzo[d]oxazol-6-yl)-6-(4-((R)-3-Methoxypyrrolidin-1-yl)phenyl)-4-oxo-1,4-dihydropyridine-3-carboxylic acid COC[C@H]1N(CCC1)C=1OC2=C(N1)C=CC(=C2)N2C=C(C(C=C2C2=CC=C(C=C2)N2C[C@@H](CC2)OC)=O)C(=O)O